ClC1=C(C=CC(C1)(Cl)Cl)C1=CC=CC=C1 2,4,4-trichlorobiphenyl